1'-(4-chlorobenzyl)-N-hydroxy-1,3-dihydrospiro[indene-2,4'-piperidine]-4-carboxamide ClC1=CC=C(CN2CCC3(CC2)CC=2C=CC=C(C2C3)C(=O)NO)C=C1